COC1=C(C=C(C=C1)Cl)[C@]2(C3=C(C=C(C=C3)C(F)(F)F)NC2=O)F (3S)-(+)-(5-chloro-2-methoxyphenyl)-1,3-dihydro-3-fluoro-6-(trifluoromethyl)-2H-indol-2-one